tritertiary-butylphosphine C(C)(C)(C)P(C(C)(C)C)C(C)(C)C